C(CCCCCCC)N(C1=CC=CC2=CC=CC=C12)C1=CC=CC=C1 Octyl-phenyl-1-naphthylamine